C(C)(C)C1=C(NC2=CC=C(C=C12)C1CCN(CC1)CC(=O)N(C)C)C=1C=C(C=2N(C1)N=NN2)C 2-(4-(3-isopropyl-2-(8-methyltetrazolo[1,5-a]pyridin-6-yl)-1H-indol-5-yl)piperidin-1-yl)-N,N-dimethylacetamide